2-((3-chloro-2-methylphenyl)amino)-N-(4-(2-methoxyphenoxy)phenyl)benzamide ClC=1C(=C(C=CC1)NC1=C(C(=O)NC2=CC=C(C=C2)OC2=C(C=CC=C2)OC)C=CC=C1)C